2-({4-[(2-{[4-chloro-2-(hydroxymethyl)phenoxy]methyl}pyridin-4-yl)oxy]piperidin-1-yl}methyl)-1-[(1-ethyl-1H-imidazol-5-yl)methyl]-1H-1,3-benzodiazole-6-carboxylic acid ClC1=CC(=C(OCC2=NC=CC(=C2)OC2CCN(CC2)CC2=NC3=C(N2CC2=CN=CN2CC)C=C(C=C3)C(=O)O)C=C1)CO